FC1=CC=C(C=C1)N1N=CC(=C1)S(=O)(=O)C1=CC=C(C=C1)CNC(=O)C1=CC=2C(=CN=CC2)S1 N-({4-[1-(4-fluorophenyl)-1H-pyrazole-4-sulfonyl]phenyl}methyl)thieno[2,3-c]pyridine-2-carboxamide